CC=1SC(=C(N1)C)C=1N=CC2=C(N1)C(NC2)=O 2-(2,4-dimethyl-1,3-thiazol-5-yl)-6,7-dihydro-5H-pyrrolo[4,3-d]pyrimidin-7-one